O=C1NC=CC(=N1)NC(C1=CC=CC=C1)=O N-(2-oxo-1,2-dihydropyrimidin-4-yl)benzamide